C(#N)OC1=CC=C(C=C1)C1(CCCCC1)C1=CC=C(C=C1)OC#N 1,1-bis(4-cyanooxyphenyl)cyclohexane